1-((1-methyl-1H-pyrazol-3-yl)methyl)piperidin CN1N=C(C=C1)CN1CCCCC1